NC1=C(C=C(C=C1)Br)C(C)=O 1-(2-amino-5-bromo-phenyl)-ethanone